NCCN(C(OC)=O)C methyl (2-aminoethyl)(methyl)carbamate